CN(C/C=C/C(=O)NC=1C=C(C=CC1)NC1=NC(=NC=C1C(=O)N(C1=CC=CC=C1)C)S(=O)(=O)C)C (E)-4-((3-(4-(dimethylamino)but-2-enamido)phenyl)amino)-N-methyl-2-(methylsulfonyl)-N-phenylpyrimidine-5-carboxamide